CN1N=C(N=C1)C(=O)O 1-methyl-1,2,4-triazole-3-methanoic acid